ClC1=CC=C(C=C1)CC(=O)CO 1-(4-chlorophenyl)-3-hydroxyacetone